BrC=1C=C(C(=NC1OC)N(C(C1=CC=C(C=C1)OC)=O)C(C1=CC=C(C=C1)OC)=O)F (5-bromo-3-fluoro-6-methoxy-2-pyridinyl)-bis(p-anisoyl)amine